C(#N)C=1C=C(C(=O)N[C@H]2C[C@H](CCC2)NC2=CC(=CC3=CC=C(C=C23)C)C(F)(F)F)C=CC1 3-cyano-N-((1r,3s)-3-((7-methyl-3-(trifluoromethyl)naphthalen-1-yl)amino)cyclohexyl)benzamide